C(CO)=O GLYCOLALDEHYDE